CC=1C=C(C=CC1OC1=CC2=C(N(C=N2)C)C=C1)NC1=NC=NC2=CC=3OC[C@H]4N(CCN(C3N=C21)C4)C(C#CC)=O 1-((10S)-4-((3-methyl-4-((1-methyl-1H-benzo[d]imidazol-5-yl)oxy)phenyl)amino)-7,8,10,11-tetrahydro-9H-6,10-methanopyrimido[4',5':5,6]pyrido[3,2-b][1,4,7]oxadiazonin-9-yl)but-2-yn-1-one